CN(C)CCCC(O)(C)C(C)(C)O N,N-dimethylaminoethyl-pinacol